C(C)(C)C1=NOC2=CC=C3C=NC(=NC3=C21)NC2=CC=C(C=C2)N2CCOCC2 9-isopropyl-N-(4-morpholinophenyl)isoxazolo[5,4-H]quinazolin-2-amine